BrC1=C(N=NC(=C1)Cl)NC(OC(C)(C)C)=O tert-butyl N-(4-bromo-6-chloro-pyridazin-3-yl)carbamate